C(CCCCCCCCCCCCCCCCCCC)=O eicosanal